L-arginine, Hydrochloride Cl.N[C@@H](CCCNC(N)=N)C(=O)O